N-[(1S)-1-(2-pyrimidin-2-yl-1,2,4-triazol-3-yl)ethyl]-6,8-bis(trifluoromethyl)quinazolin-4-amine N1=C(N=CC=C1)N1N=CN=C1[C@H](C)NC1=NC=NC2=C(C=C(C=C12)C(F)(F)F)C(F)(F)F